NC=1C(=C2C(=NC1)C(CC2)OC(C)=O)N2C[C@H](C[C@H](C2)C(F)(F)F)NC(=O)OC(C)(C)C acetic acid 3-amino-4-[(3S,5R)-3-[(tert-butoxycarbonyl) amino]-5-(trifluoromethyl) piperidin-1-yl]-6,7-dihydro-5H-cyclopenta[b]pyridin-7-yl ester